tert-Butyl ((5-((3-(1-ethyl-1H-pyrazol-4-yl)-5-methoxyphenyl)thio)thiazol-2-yl)methyl)carbamate C(C)N1N=CC(=C1)C=1C=C(C=C(C1)OC)SC1=CN=C(S1)CNC(OC(C)(C)C)=O